C1(CC1)[C@@H](C)C1=C(C(=CC=C1)C(C)C)O 2-((1R)-1-cyclopropylethyl)-6-isopropylphenol